dimethylsilanediyl-bis(2-tert-butyl-indenyl)zirconium dichloride [Cl-].[Cl-].C[Si](=[Zr+2](C1C(=CC2=CC=CC=C12)C(C)(C)C)C1C(=CC2=CC=CC=C12)C(C)(C)C)C